(R)-N7-(2-(difluoromethyl)pyridin-4-yl)-N1-(1,1,1-trifluoropropan-2-yl)-5,6-dihydroimidazo[1,5-a]Pyrazine-1,7(8H)-dicarboxamide FC(C1=NC=CC(=C1)NC(=O)N1CC=2N(CC1)C=NC2C(=O)N[C@@H](C(F)(F)F)C)F